CC1(C2=C3C=C(C=[SiH]C3=CC2=CC=C1)B(O)O)C 5,5-dimethylsilafluorene-3-boronic acid